16-fluoro-5-[(1R,4R)-5-methyl-2,5-diazabicyclo[2.2.1]heptan-2-yl]-7,11-dioxa-19,22,23-triazapentacyclo[16.5.2.12,6.012,17.021,24]hexacosa-1(23),2,4,6(26),12(17),13,15,18,20,24-decaene FC1=CC=CC=2OCCCOC=3C(=CC=C(C4=NNC5=CN=C(C12)C=C45)C3)N3[C@H]4CN([C@@H](C3)C4)C